N-isostearylmethyltaurin C(CCCCCCCCCCCCCCC(C)C)CNCCS(=O)(=O)O